N=1C=C(N2C1C=CC=C2)C=2C=C(OC2)C(C(=O)O)CC=O (4-(imidazo[1,2-a]pyridin-3-yl)furan-2-yl)-4-oxobutanoic acid